CC1(C(=CCC=C1C)C)C(=O)O 1,2,6-trimethyl-cyclohexa-2,5-diene-1-carboxylic acid